P(=O)(=O)[Ca].[U] uranium phospho-calcium